C1(CCCCC1)NC(COC1=CC=C2C=CC(=CC2=C1)C(CC(=O)O)C1=C(C=CC(=C1)OC)C)=O 3-(7-(2-(cyclohexylamino)-2-oxoethoxy)naphthalen-2-yl)-3-(5-methoxy-2-methylphenyl)propanoic acid